FC1=CC=C(C=C2C(N(C(S2)=NN=C2C(NC3=CC=C(C=C23)Cl)=O)C2=CC=C(C=C2)C(C)(C)C)=O)C=C1 3-(2-(5-(4-fluorobenzylidene)-3-(4-tert-butylphenyl)-4-oxothiazolidine-2-ylidene)hydrazono)-5-chloroindol-2-one